C/C/1=C/C[C@H]([C@H]([C@H]2[C@@](O2)(C[C@H]([C@@H]1O)O)C)O)C(C)C The molecule is a germacrane sesquiterpenoid that is 4,5-epoxygermacra-9Z-ene substituted by hydroxy groups at positions 1, 2 and 6. Isolated from Santolina insularis, it exhibits cytotoxicity against human colon carcinoma cell line. It has a role as a metabolite and an antineoplastic agent. It is a germacrane sesquiterpenoid, a triol and an epoxide.